C(C)C(C(=O)[O-])C(=O)[O-].[K+].BrC1=C(C=CC=C1CO)C1=C(C(=CC=C1)CCCN1CCC(CC1)C)C.[K+] (2-bromo-2'-methyl-3'-(3-(4-methylpiperidin-1-yl)propyl)-[1,1'-biphenyl]-3-yl)methanol potassium ethyl-malonate salt